O[C@H](COC=1C=C(C=CC1)S(=O)(=O)NC)CN[C@H]1COC2(C1)CCN(CC2)C2=NC=C(C=N2)C(F)(F)F 3-((S)-2-hydroxy-3-((R)-8-(5-(trifluoromethyl)pyrimidin-2-yl)-1-oxa-8-azaspiro[4.5]decan-3-ylamino)propoxy)-N-methylbenzenesulfonamide